C(C)OC(=O)C=1N(N=C2C1N(C=CC2=O)CC2=CC=C(C=C2)OC)C2=C(C=C(C=C2)OC2=CC=CC=C2)Cl.C2(CCCCC2)P(C2=C(C=CC=C2OC(C)C)OC(C)C)C2CCCCC2 dicyclohexyl-[2,6-bis(propan-2-yloxy)phenyl]phosphine ethyl-2-(2-chloro-4-phenoxyphenyl)-4-[(4-methoxyphenyl)methyl]-7-oxo-4,7-dihydro-2H-pyrazolo[4,3-b]pyridine-3-carboxylate